[C@@H]12N(C[C@@H](NC1)C2)C2=C(C=CC=1N(C(=NC12)C)C)NC(=O)C1=[N+](C(=CC=C1)C1=C(C=CC=C1OC)F)[O-] 2-((4-((1S,4S)-2,5-diazabicyclo[2.2.1]heptan-2-yl)-1,2-dimethyl-1H-benzo[d]imidazol-5-yl)carbamoyl)-6-(2-fluoro-6-methoxyphenyl)pyridine 1-oxide